2-(6-amino-2-azaspiro[3.3]heptan-2-yl)ethyl 6-(5-(6-methylpyridin-2-yl)-1H-imidazol-4-yl)quinoline-3-carboxylate CC1=CC=CC(=N1)C1=C(N=CN1)C=1C=C2C=C(C=NC2=CC1)C(=O)OCCN1CC2(C1)CC(C2)N